BrC1=CC(=CC=2CC(OC21)C)C=O 7-Bromo-2-methyl-2,3-dihydro-benzofuran-5-carbaldehyde